Formic acid (3-diethylaminopropyl) amide C(C)N(CCCNC=O)CC